(R)-1-(8-(((5,6-Dichloro-1H-Benzo[d]imidazol-2-yl)methyl)amino)-3-(trifluoromethyl)imidazo[1,2-b]Pyridazin-6-yl)Pyrrolidin-3-ol ClC1=CC2=C(NC(=N2)CNC=2C=3N(N=C(C2)N2C[C@@H](CC2)O)C(=CN3)C(F)(F)F)C=C1Cl